C1(CC1)OC=1C=C(C(=NC1)C=O)NC 5-CYCLOPROPOXY-3-(METHYLAMINO)PICOLINALDEHYDE